(dl)-3,4-dimethylbenzylidenesorbitol CC=1C=C(C=C(O)[C@H](O)[C@@H](O)[C@H](O)[C@H](O)CO)C=CC1C